N-benzyl-o-iodobenzamide C(C1=CC=CC=C1)NC(C1=C(C=CC=C1)I)=O